Chloromethyl (2-((tert-butyldimethylsilyl)oxy)ethyl)(methyl)carbamate [Si](C)(C)(C(C)(C)C)OCCN(C(OCCl)=O)C